vinyl-pyridine-acrylonitrile C(=C)C=1C(=NC=CC1)C=CC#N